CC1(OC[C@H](O1)CO)C 2,3-O-isopropylidene-sn-glycerol